[4-(pentafluoro-λ6-sulfanyl)phenyl]boronic acid FS(C1=CC=C(C=C1)B(O)O)(F)(F)(F)F